2-((2-(4-(trifluoromethoxy)phenyl)-5-(trifluoromethyl)-1H-imidazol-1-yl)methyl)phenol FC(OC1=CC=C(C=C1)C=1N(C(=CN1)C(F)(F)F)CC1=C(C=CC=C1)O)(F)F